COC1C(=O)OCCCC1 monomethoxy-ε-caprolactone